ClC1=CC=C(C=C1)[C@H](C)NC(=O)OC(C(=O)OCC)CN1N=CC=C1 Ethyl 2-({[(1S)-1-(4-chlorophenyl)ethyl]carbamoyl}oxy)-3-(1H-pyrazol-1-yl)propanoate